BrC1=CC(=CC2=C1OC1=C2C=C(C=C1)C(C)(C)C)C(C)(C)C 4-bromo-2,8-di-tert-butyldibenzofuran